O[C@@]1(C(N(CC1)C)=O)C1=CC(=NO1)C1=NC(=CC=C1)C1=NC(=NC=C1)NC1=CC(=NN1CCO)C (R)-3-Hydroxy-3-(3-(6-(2-((1-(2-hydroxyethyl)-3-methyl-1H-pyrazol-5-yl)amino)pyrimidin-4-yl)pyridin-2-yl)isoxazol-5-yl)-1-methylpyrrolidin-2-one